C(C)(C)(C)S(=O)N=CC=1C=C(C=CC1)C1=CC(=CC=2C=COC21)COC2=C(C=CC=C2)CC(=O)OCC ethyl 2-(2-((7-(3-(((tert-butylsulfinyl)imino)methyl)phenyl)benzofuran-5-yl)methoxy)phenyl)acetate